1,4-bis[(phenyl)vinyl]benzene C1(=CC=CC=C1)C=CC1=CC=C(C=C1)C=CC1=CC=CC=C1